N=1C(=CN2C1C=CC=C2)N2C(C(N(CC2)C(C=C)=O)CC2=CNC1=CC=CC=C21)=O 1-imidazo[1,2-a]pyridin-2-yl-3-(1H-indol-3-ylmethyl)-4-prop-2-enoyl-piperazin-2-one